Aluminium diethylhypophosphite C(C)P(=O)([O-])CC.[Al+3].C(C)P(=O)([O-])CC.C(C)P(=O)([O-])CC